C(C(=C)C)(=O)OCCC[Si](C)(C)OC γ-Methacryloyloxy-propylmethoxydimethyl-silan